ClC1=CC=C(S1)CN1C=C2C(C=C1)=NC(=N2)C2=C(C=CC=C2)F 5-((5-chlorothien-2-yl)methyl)-2-(2-fluorophenyl)-5H-imidazo[4,5-c]pyridine